ClC=1C=CC=C2C=CC=C(C12)[C@H]1CC=2N=C(N=C(C2CO1)N1C[C@@H](N(CC1)C(C(=C)F)=O)CC#N)OCC12CCCN2CCC1 2-((S)-4-((R)-7-(8-chloronaphthalen-1-yl)-2-((tetrahydro-1H-pyrrolizin-7a(5H)-yl)methoxy)-7,8-dihydro-5H-pyrano[4,3-d]pyrimidin-4-yl)-1-(2-fluoroacryloyl)piperazin-2-yl)acetonitrile